COC(=O)C1=CC=C2CCN(C(C2=C1)(C)C)C(=O)OC(C)(C)C 1,1-dimethyl-3,4-dihydroisoquinoline-2,7(1H)-dicarboxylic acid 2-(tert-butyl) 7-methyl ester